N-(5-((2-(3-azabicyclo[3.1.1]heptan-3-yl)ethyl)carbamoyl)-2-methylphenyl)-2-(1-methyl-1H-pyrazol-4-yl)-1H-pyrrolo[2,3-b]pyridine-5-carboxamide C12CN(CC(C1)C2)CCNC(=O)C=2C=CC(=C(C2)NC(=O)C=2C=C1C(=NC2)NC(=C1)C=1C=NN(C1)C)C